FC(C1=CC=C(C=C1)N1N=NC(=C1COC1=CC=C(N=N1)N1CC(C1)C(=O)N1CC(OC(C1)C)C)C)F (1-(6-((1-(4-(difluoromethyl)phenyl)-4-methyl-1H-1,2,3-triazol-5-yl)methoxy)pyridazine-3-yl)azetidin-3-yl)(2,6-dimethylmorpholino)methanone